FC(C1=CC2=C(SC(=C2)C(N[C@H](C(N2[C@@H](CCC2)C(=O)N2C[C@H](OCC2)C2=CC=CC=C2)=O)C2CCNCC2)=O)C=C1)(F)P(O)(O)=O (difluoro(2-(((S)-2-oxo-2-((S)-2-((R)-2-phenylmorpholine-4-carbonyl)pyrrolidin-1-yl)-1-(piperidin-4-yl)ethyl)carbamoyl)benzo[b]thiophen-5-yl)methyl)phosphonic acid